FC=1C(=NC(=NC1)N[C@@H]1CC[C@H](CC1)C(=O)O)C1=NC(=CC=C1)N1C(OCCC1)=O trans-4-((5-fluoro-4-(6-(2-oxo-1,3-oxazinan-3-yl)pyridin-2-yl)pyrimidin-2-yl)amino)cyclohexane-1-carboxylic acid